C1=CC(=CC=C1C(=O)NCl)C(=O)NCl N,N'-dichloroterephthalamide